C(CCC)N=CC=1OC(=CC1)C=NCCCC 2,5-bis(butyliminomethyl)furan